BrC=1C=CC(=C(CC2=CC=C(OC3C[C@H]4C[C@H]4C3)C=C2)C1)Cl (1r,3s,5s)-3-(4-(5-bromo-2-chlorobenzyl)phenoxy)bicyclo[3.1.0]hexane